2-(pyridin-4-yl)-4-(2-(1-((2-(trimethylsilyl)ethoxy)methyl)-1H-pyrazol-3-yl)-2,8-diazaspiro[4.5]decan-8-yl)pyrido[3,4-d]pyrimidine N1=CC=C(C=C1)C=1N=C(C2=C(N1)C=NC=C2)N2CCC1(CCN(C1)C1=NN(C=C1)COCC[Si](C)(C)C)CC2